COC=1C=C2CO[C@]3(O[C@@H]([C@H]([C@@H]([C@H]3O)O)O)C)C2=CC1C1=CC=C(C=C1)OC (1S,3'R,4'S,5'S,6'R)-5-methoxy-6-(4-methoxyphenyl)-6'-methyl-3',4',5',6'-tetrahydro-3H-spiro[isobenzofuran-1,2'-pyran]-3',4',5'-triol